C(C1=CC=CC=C1)OC1=C(C=C2C=NN(C2=C1F)C1=CC=C(C=C1)C=1CCNCC1)F 6-(benzyloxy)-5,7-difluoro-1-(4-(1,2,3,6-tetrahydropyridin-4-yl)phenyl)-1H-indazole